(S)-N-(4-(1-(1-acryloylpiperidin-3-yl)-1H-1,2,3-triazol-4-yl)-2-methoxyphenyl)-6-(isoxazol-4-yl)picolinamide C(C=C)(=O)N1C[C@H](CCC1)N1N=NC(=C1)C1=CC(=C(C=C1)NC(C1=NC(=CC=C1)C=1C=NOC1)=O)OC